C(C)(=O)O[C@H]([C@@H](COC(C)=O)OC(C)=O)[C@@H]1O[C@](C[C@@H]([C@H]1NC(COC(C)=O)=O)OC(C)=O)(SCCOCCOCC#C)C(=O)OC (1S,2R)-1-((2R,3R,4S,6R)-4-acetoxy-3-(2-acetoxyacetamido)-6-(methoxycarbonyl)-6-((2-(2-(prop-2-yn-1-yloxy)ethoxy)ethyl)thio)tetrahydro-2H-pyran-2-yl)propane-1,2,3-triyl triacetate